(1S,2S)-1,2-diaminocyclohexane N[C@@H]1[C@H](CCCC1)N